N[C@H](CSCC1=CC=C(C(=O)OC)C=C1)C(=O)NCCCCCC methyl (S)-4-(((2-amino-3-(hexylamino)-3-oxopropyl)thio)methyl)benzoate